ClC=1C=C2C=CC(=NC2=CC1)NC(=O)N1CCC(CC1)NC(OC(C)(C)C)=O tert-butyl (1-((6-chloroquinolin-2-yl)carbamoyl)piperidin-4-yl)carbamate